ClCC1=C(N=C2N1CCCC1=C2C=CC=C1)C(F)(F)F (chloromethyl)-2-(trifluoromethyl)-6,7-dihydro-5H-benzo[c]imidazo[1,2-a]azepine